6-fluoro-3-(1-{4-[(S)-3-(2-methoxy-ethoxy)-pyrrolidine-1-carbonyl]-phenyl}-1H-pyrazol-4-yl)-1H-quinolin-2-one FC=1C=C2C=C(C(NC2=CC1)=O)C=1C=NN(C1)C1=CC=C(C=C1)C(=O)N1C[C@H](CC1)OCCOC